C(=O)(C=C)[NH-] (acryl)amide